C(C)(C)N1CC(N(C2(CCNC2)C1=O)CC1=CC=C(C=C1)C(F)(F)F)=O 9-isopropyl-6-(4-(trifluoromethyl)benzyl)-2,6,9-triazaspiro[4.5]decane-7,10-dione